(S)-N-(4-([1,2,4]triazolo[1,5-a]pyridin-7-yloxy)-3-methylphenyl)-5-((3,3-difluoro-1-methylpiperidin-4-yl)oxy)-7-fluoroquinazolin-4-amine N=1C=NN2C1C=C(C=C2)OC2=C(C=C(C=C2)NC2=NC=NC1=CC(=CC(=C21)O[C@@H]2C(CN(CC2)C)(F)F)F)C